CS(=O)(=O)C=1C=C2C(=NC=NC2=CC1)O[C@@H]1CC[C@H](CC1)N1C(N(CC1=O)C=1C=NC=C(C1)C(F)(F)F)=O 3-(trans-4-{[6-(methylsulfonyl)-4-quinazolinyl]oxy}cyclohexyl)-1-[5-(trifluoromethyl)-3-pyridinyl]-2,4-imidazolidinedione